C1NCCC2=CC(=CC=C12)N 1,2,3,4-tetra-hydroisoquinolin-6-amine